methylbutylboronic acid CC(CCC)B(O)O